N-((R)-2-aminobutyryl)-N-benzyl-L-alanine methyl ester COC([C@@H](N(CC1=CC=CC=C1)C([C@@H](CC)N)=O)C)=O